cis-3-((3-((S)-3-(3,4-difluorophenyl)isoxazolidine-2-carbonyl)cyclobutyl)amino)-5-fluorobenzonitrile FC=1C=C(C=CC1F)[C@H]1N(OCC1)C(=O)[C@H]1C[C@H](C1)NC=1C=C(C#N)C=C(C1)F